4-(benzyloxy)-2-(((2R,7aS)-2-fluorotetrahydro-1H-pyrrolizin-7a(5H)-yl)methoxy)-5,6,7,8-tetrahydropyrido[3,4-d]pyrimidine C(C1=CC=CC=C1)OC=1C2=C(N=C(N1)OC[C@]13CCCN3C[C@@H](C1)F)CNCC2